C(C)(C)(C)NC(=O)C1=NC=CC(=C1)NC(=O)[C@H]1CCC2=C(C=CC(=C12)O)Cl |o1:16| N-tert-butyl-4-[[(1S) or (1R)-4-chloro-7-hydroxy-indane-1-carbonyl]amino]pyridine-2-carboxamide